C(C)(=O)O.C(CCC)N1CN(CC1)C 1-butyl-3-methylimidazoline acetate